COC(=O)[C@@H]1N(C[C@H](C1)O)CC1=CC=CC=C1 (2R,4S)-1-benzyl-4-hydroxypyrrolidine-2-carboxylic acid methyl ester